6-((5-fluoro-4-methylpyridin-2-yl)amino)-1-(3-(trifluoromethyl)phenyl)-1,2-dihydro-3H-pyrazolo[4,3-c]pyridin-3-one FC=1C(=CC(=NC1)NC1=CC2=C(C=N1)C(NN2C2=CC(=CC=C2)C(F)(F)F)=O)C